3-(4-(4-(4-(2-fluorophenyl)piperazin-1-yl)butyl)-1-oxoisoindolin-2-yl)piperidine-2,6-dione FC1=C(C=CC=C1)N1CCN(CC1)CCCCC1=C2CN(C(C2=CC=C1)=O)C1C(NC(CC1)=O)=O